methyl 1-[[(3R)-3-[6-(2-hydroxy-4,6-dimethyl-phenyl)pyrido[2,3-b]pyrazin-3-yl]-1-piperidyl]methyl]cyclopropanecarboxylate OC1=C(C(=CC(=C1)C)C)C=1C=CC=2C(=NC(=CN2)[C@H]2CN(CCC2)CC2(CC2)C(=O)OC)N1